(S)-3-fluoro-5-(((1-(trityloxy)pentadecan-2-yl)oxy)methyl)benzonitrile FC=1C=C(C#N)C=C(C1)CO[C@H](COC(C1=CC=CC=C1)(C1=CC=CC=C1)C1=CC=CC=C1)CCCCCCCCCCCCC